(6-bromo-1-cyclopentyl-pyrrolo[3,2-c]pyridin-3-yl)-(3-bromophenyl)methanone BrC1=CC2=C(C=N1)C(=CN2C2CCCC2)C(=O)C2=CC(=CC=C2)Br